Ammonium hydrogensulphate S(=O)(=O)(O)[O-].[NH4+]